N-(2-(5-Ethyl-2-hydroxy-4-methoxybenzoyl)isoindolin-4-yl)-N-methylacrylamide C(C)C=1C(=CC(=C(C(=O)N2CC3=CC=CC(=C3C2)N(C(C=C)=O)C)C1)O)OC